(2R)-1-({8-[(3β)-cholest-5-en-3-yloxy]octyl}oxy)-N,N-dimethyl-3-[(2Z)-pent-2-en-1-yloxy]propan-2-amine CC(C)CCC[C@@H](C)[C@H]1CC[C@H]2[C@@H]3CC=C4C[C@H](CC[C@]4(C)[C@H]3CC[C@]12C)OCCCCCCCCOC[C@H](COC\C=C/CC)N(C)C